ClC=1C=C2C(=NC(=NC2=C(C1C1=C2C(=NNC2=CC=C1C)C1CC1)F)N1CC(C1)N(C)C)N1C[C@@H](N(C[C@@H]1C)C(C=C)=O)C 1-((2S,5S)-4-((S)-6-chloro-7-(3-cyclopropyl-5-methyl-1H-indazol-4-yl)-2-(3-(dimethylamino)azetidin-1-yl)-8-fluoroquinazolin-4-yl)-2,5-dimethylpiperazin-1-yl)prop-2-en-1-one